1-(3,5-bis(trifluoromethyl)phenyl)-3-(naphthalen-2-yl)urea FC(C=1C=C(C=C(C1)C(F)(F)F)NC(=O)NC1=CC2=CC=CC=C2C=C1)(F)F